3-[2-amino-5-(2,6-dimethyl-4-pyridyl)thiazol-4-yl]-2-methyl-benzonitrile NC=1SC(=C(N1)C=1C(=C(C#N)C=CC1)C)C1=CC(=NC(=C1)C)C